p-menthen-8-enol C1(CC(C(=CC1)C(=C)C)O)C